C(C1=CC=CC=C1)OC1=C(N(C(=CC1=O)C)CCCC)CO 3-(benzyloxy)-1-butyl-2-(hydroxymethyl)-6-methylpyridin-4(1H)-one